7-([1,1'-biphenyl]-3-ylmethyl)-8-((2-hydroxyethyl)amino)-1,3-dimethyl-3,7-dihydro-1H-purine-2,6-dione C1(=CC(=CC=C1)CN1C(=NC=2N(C(N(C(C12)=O)C)=O)C)NCCO)C1=CC=CC=C1